(3-methoxy-5-((6-(trifluoromethyl)quinolin-4-yl)oxy)phenyl)acetamide COC=1C=C(C=C(C1)OC1=CC=NC2=CC=C(C=C12)C(F)(F)F)CC(=O)N